ClC=1N=CC=C2C=C(C=3N(C12)N=CN3)C(=O)O 9-chloro-[1,2,4]triazolo[1,5-a][1,7]naphthyridine-4-carboxylic acid